Tert-butyl 2-[[3-[3-(trifluoromethyl)phenyl]imidazo[1,2-b]pyridazin-6-yl]amino]-6-azaspiro[3.4]octane-6-carboxylate FC(C=1C=C(C=CC1)C1=CN=C2N1N=C(C=C2)NC2CC1(C2)CN(CC1)C(=O)OC(C)(C)C)(F)F